C(CNCCNCCNCCNC)(=O)O 3,6,9,12-Tetraazatridecanoic acid